N-tetradecanal CCCCCCCCCCCCCC=O